Neodymium Chloride Hydrate O.[Cl-].[Nd+3].[Cl-].[Cl-]